phenyl (4-(1-(tert-butyl)-4-carbamoyl-5-(pyridin-2-ylamino)-1H-pyrazol-3-yl)phenyl)carbamate C(C)(C)(C)N1N=C(C(=C1NC1=NC=CC=C1)C(N)=O)C1=CC=C(C=C1)NC(OC1=CC=CC=C1)=O